2-((4-(3-((5-chloropyridin-2-yl)methoxy)-1H-pyrazol-1-yl)piperidin-1-yl)methyl)-1-((1-ethyl-1H-imidazol-5-yl)methyl)-1H-benzo[d]imidazole-6-carboxylic acid ClC=1C=CC(=NC1)COC1=NN(C=C1)C1CCN(CC1)CC1=NC2=C(N1CC1=CN=CN1CC)C=C(C=C2)C(=O)O